[N+](=[N-])=C1C(C(C2=CC=CC=C2C1=O)=O)S(=O)(=O)O.OC1C(C(=O)C2=CC=CC=C2)(C=CC(=C1)O)O 2,1,4-trihydroxybenzophenone diazonaphthoquinonesulfonate